p-ethyl-phenylacetylene C(C)C1=CC=C(C=C1)C#C